potassium (R)-((3-(difluoromethyl)-4-((tetrahydro-2H-pyran-4-yl)methyl)piperazin-1-yl)methyl)trifluoroborate FC([C@H]1CN(CCN1CC1CCOCC1)C[B-](F)(F)F)F.[K+]